C[C@H]1[C@@H](CNCC1)NC(OC(C)(C)C)=O tert-butyl N-[(3S,4R)-4-methyl-3-piperidyl]carbamate